O=C1CC(N(C2=C(N1)C1=CC=CC=C1C=C2)C2=CC=C(C=C2)NS(=O)(=O)CC2=C(C=CC=C2)C)=O N-[4-(2,4-dioxo-1,2,3,4-tetrahydronaphtho[1,2-b][1,4]diazepin-5-yl)phenyl]-1-(2-methylphenyl)methanesulfonamide